2,2,3,3-tetramethyl-1,4-dioxa-2-silacyclohexan-6-one C[Si]1(OC(COC1(C)C)=O)C